BrCC1=CC=C(C=C1)CBr 1,4-bis-(bromomethyl)-benzene